NC=1C=C(C=CC1C1=C(C=NN1C)C#N)CN(C(=O)C=1C=NC(=CC1)C1CC1)C=1C(=NC=CC1)S(=O)(=O)C N-{[3-amino-4-(4-cyano-1-methyl-1H-pyrazol-5-yl)phenyl]methyl}-6-cyclopropyl-N-(2-methanesulfonylpyridin-3-yl)pyridine-3-carboxamide